BrC1=CC=C(C=C1)C1=CC=C(N=N1)CN1CC(C1)C(=O)N 1-[[6-(4-bromophenyl)pyridazin-3-yl]methyl]azetidine-3-carboxamide